C(C)(C)(C)OC([C@H](CC1=CC(=CC=C1)C=O)[C@H]1CN(CC1)C(=O)OC(C)(C)C)=O tert-butyl (3S)-3-[(2R)-1-(tert-butoxy)-3-(3-formylphenyl)-1-oxopropane-2-yl]pyrrolidine-1-carboxylate